ClC1=CC=C(C=C1)[C@H]1C[C@@H](CO1)C1=NOC(=N1)CN1N=C(C=2N=CN(C(C21)=O)C)C#N 1-((3-((3R,5R)-5-(4-chlorophenyl)tetrahydro-furan-3-yl)-1,2,4-oxadiazol-5-yl)methyl)-6-methyl-7-oxo-6,7-dihydro-1H-pyrazolo[4,3-d]pyrimidine-3-carbonitrile